FC1=CC(=C(C=C1[N+](=O)[O-])NC1=NC=NC(=N1)N1CC(C2=NC(=CC=C21)C)(C)C)OC N-(4-fluoro-2-methoxy-5-nitrophenyl)-4-(3,3,5-trimethyl-2,3-dihydro-1H-pyrrolo[3,2-b]Pyridin-1-yl)-1,3,5-triazin-2-amine